C1(=CC=CC=C1)S(=O)(=O)N1C=CC=2C1=NC(=CC2)C(C)(C)NC(OC(C)(C)C)=O tert-butyl (2-(1-(phenylsulfonyl)-1H-pyrrolo[2,3-b]pyridin-6-yl)propan-2-yl)carbamate